ClC1=C(C=C(C=N1)B(O)O)SC (6-chloro-5-(methylthio)pyridin-3-yl)boronic acid